3-bromo-5'-(tert-butyl)-1,1':3',1''-terphenyl BrC=1C=C(C=CC1)C1=CC(=CC(=C1)C(C)(C)C)C1=CC=CC=C1